C(C1=CC=CC=C1)OC=1C(C(=CN2C1C(N1[C@H](CC[C@]([C@H]2C1)(CC(C)O)O)C)=O)C(=O)NCC1=C(C=C(C=C1F)F)F)=O (3S,6R,7R)-12-(benzyloxy)-6-hydroxy-6-(2-hydroxypropyl)-3-methyl-1,11-dioxo-N-(2,4,6-trifluorobenzyl)-1,4,5,6,7,11-hexahydro-3H-2,7-methanopyrido[1,2-a][1,4]diazonine-10-carboxamide